4-bromopentyl decyloxymethyl ether C(CCCCCCCCC)OCOCCCC(C)Br